5-{2-(5-chloro-2-oxospiro[indoline-3,4'-piperidin]-1'-yl)ethoxy}-1-[(cis)-3-hydroxy-3-methylcyclobutyl]-7-(trifluoromethyl)-1,2-dihydro-3H-indazol-3-one ClC=1C=C2C(=CC1)NC(C21CCN(CC1)CCOC=1C=C2C(NN(C2=C(C1)C(F)(F)F)C1CC(C1)(C)O)=O)=O